(E)-1-(1-(2-bromophenyl)prop-1-en-2-yl)pyrrole BrC1=C(C=CC=C1)\C=C(/C)\N1C=CC=C1